O=C(CCN1C[C@@H](CC1)C=1C=C(C(NN1)=O)C(F)(F)F)N1CCN(CC1)C1=NC=C(C=N1)C(F)(F)F |r| racemic-6-(1-(3-oxo-3-(4-(5-(trifluoromethyl)pyrimidin-2-yl)piperazin-1-yl)propyl)pyrrolidin-3-yl)-4-(trifluoromethyl)pyridazin-3(2H)-one